(3-oxo butyl)-phenyl dimethylcarbamate CN(C(OC1=C(C=CC=C1)CCC(C)=O)=O)C